dimethyl-di(N-methylacetamido)silane C[Si](N(C(C)=O)C)(N(C(C)=O)C)C